(3R,4S,5R,6R)-3,4,5-tribenzyloxy-6-(benzyloxymethyl)tetrahydropyran-2-one C(C1=CC=CC=C1)O[C@H]1C(O[C@@H]([C@H]([C@@H]1OCC1=CC=CC=C1)OCC1=CC=CC=C1)COCC1=CC=CC=C1)=O